N-[(6-fluoro-2-methyl-3-pyridyl)methyl]-6-[4-[methyl(propanoyl)-amino]phenyl]pyridine-3-carboxamide FC1=CC=C(C(=N1)C)CNC(=O)C=1C=NC(=CC1)C1=CC=C(C=C1)N(C(CC)=O)C